(R)-2-(difluoromethyl)-5-fluoro-1-((R)-5-(pyridin-2-yl)-2,3-dihydro-1H-indene-2-carbonyl)indoline-6-sulfonamide FC([C@@H]1N(C2=CC(=C(C=C2C1)F)S(=O)(=O)N)C(=O)[C@@H]1CC2=CC=C(C=C2C1)C1=NC=CC=C1)F